N-(1-cyclobutyl-1H-pyrazol-4-yl)-2-(1H-pyrazol-3-yl)-1,3-thiazole-4-carboxamide C1(CCC1)N1N=CC(=C1)NC(=O)C=1N=C(SC1)C1=NNC=C1